(2-bromo-4-chloro-7,8-dihydro-[1,4]dioxino[2',3':3,4]benzo[1,2-d]thiazol-7-yl)methanol BrC=1SC2=C(N1)C(=CC1=C2OCC(O1)CO)Cl